CS(=O)(=O)C1CCC(CC1)CNC(OC(C)(C)C)=O tert-butyl (((1r,4r)-4-(methylsulfonyl)cyclohexyl)methyl)carbamate